BrC1=CC=C(C=C1)C1=CC(=CC(=C1)C1=CC=CC=C1)C1=CC=CC=C1 4-bromo-5'-phenyl-1,1':3',1''-terphenyl